N-(3-((methylsulfonyl)methyl)phenyl)quinazoline-2-amine CS(=O)(=O)CC=1C=C(C=CC1)NC1=NC2=CC=CC=C2C=N1